6-bromobenzothiazole BrC1=CC2=C(N=CS2)C=C1